C(C)(C)(C)OC(N(C)C1=NC(=C(C=C1)Br)OCCCN)=O N-[6-(3-aminopropoxy)-5-bromopyridin-2-yl]-N-methylcarbamic acid tert-butyl ester